(2s,3r)-N-(4-(2,6-dimethoxyphenyl)-5-(5-methyl-3-pyridyl)-4H-1,2,4-triazol-3-yl)-3-(5-methyl-2-pyrazinyl)-2-butanesulfonamide COC1=C(C(=CC=C1)OC)N1C(=NN=C1C=1C=NC=C(C1)C)NS(=O)(=O)[C@@H](C)[C@H](C)C1=NC=C(N=C1)C